C1(=C(C=CC=C1)N(C(C)=O)C(C)=O)N(C(C)=O)C(C)=O N,N'-(1,2-phenylene)bis(N-acetylacetamide)